N1(CCC1)C=1C=CC2=C([Si](C3=C(C2=O)C=CC(=C3)N3CCC3)(C)C)C1 3,7-bis(azetidin-1-yl)-5,5-dimethyl-benzo[b][1]benzosilin-10-one